dithioresorcinol C1(S)=CC(S)=CC=C1